C(C)(C)(C)OC(=O)N1CCC(CC1)(F)C(CC)(O)C=1C=C(C(=C(C(=O)O)C1)C(C1=CC=C(C=C1)Cl)=O)F (+)-5-(1-(1-(tert-butoxycarbonyl)-4-fluoropiperidin-4-yl)-1-hydroxypropyl)-2-(4-chlorobenzoyl)-3-fluorobenzoic acid